2-(((1r,4r)-4-(6-((4-chloro-2-fluorobenzofuran-7-yl)methoxy)pyridin-2-yl)cyclohexyl)methyl)-1-((1-ethyl-1H-imidazol-5-yl)methyl)-1H-benzo[d]imidazole-6-carboxylic acid ClC1=CC=C(C2=C1C=C(O2)F)COC2=CC=CC(=N2)C2CCC(CC2)CC2=NC1=C(N2CC2=CN=CN2CC)C=C(C=C1)C(=O)O